C(C#C)NS(=O)(=O)C1=CC=CC=C1 N-prop-2-ynyl-benzenesulfonamide